tert-butyl (6-chloro-3-cyano-8,8-dimethyl-7,8-dihydro-6H-cyclopenta[e]pyrazolo[1,5-a]pyridin-2-yl)carbamate ClC1CC(C2=C1C=CC=1N2N=C(C1C#N)NC(OC(C)(C)C)=O)(C)C